FC(CC)CC.[Li] lithium monofluoropentane